C(C)(C)(C)C1=CC=C(CSC=2C(=NC(=CC2)Cl)C=2NC=C(N2)C2=CC=CC=C2)C=C1 3-((4-(tert-butyl)benzyl)thio)-6-chloro-2-(4-phenyl-1H-imidazol-2-yl)pyridine